COC1=C(C=CC=C1)[C@H](CN1C(N(C(C2=C1SC(=C2C)C=2OC=CN2)=O)C=2C=C(C(=O)O)C=CC2)=O)OC2CCOCC2 (R)-3-(1-(2-(2-methoxyphenyl)-2-((tetrahydro-2H-pyran-4-yl)oxy)ethyl)-5-methyl-6-(oxazol-2-yl)-2,4-dioxo-1,2-dihydrothieno[2,3-d]pyrimidin-3(4H)-yl)benzoic acid